C(CCCCCCCCCCCCCCCCC)(=O)OC(CO)CO 1,3-dihydroxypropan-2-yl stearate